ClC1=CC=C2C(=C1)NC(C21N(C(C=2N=C(N(C21)C(C)C)C2=C(C=CC=C2)OC(F)(F)F)=O)C2=C(C=CC(=C2)Cl)C)=O 6-chloro-5'-(5-chloro-2-methylphenyl)-3'-isopropyl-2'-(2-(trifluoromethoxy)phenyl)-3'H-spiro[indoline-3,4'-pyrrolo[3,4-d]imidazole]-2,6'(5'H)-dione